3,4-DIHYDROCHINOLIN-2(1H)-ON N1C(CCC2=CC=CC=C12)=O